3-(bromomethyl)-2-methyl-pyridine BrCC=1C(=NC=CC1)C